methyl 2-(1-(tert-butoxycarbonyl)piperidin-4-yl)-6-isopropoxy-2H-indazole-5-carboxylate C(C)(C)(C)OC(=O)N1CCC(CC1)N1N=C2C=C(C(=CC2=C1)C(=O)OC)OC(C)C